P(OCC(CCCC)C)(OCC(CCCC)C)[O-] di(2-methylhexyl) phosphite